ClC1=C(C(=CC=C1)F)C1=NOC(=C1CO[C@H]1[C@@H]2CN([C@H](C1)C2)C=2SC1=C(N2)C(=CC(=C1)C(=O)O)C)C1CC1 2-[(1S,4S,5R)-5-[[3-(2-chloro-6-fluorophenyl)-5-cyclopropyl-1,2-oxazol-4-yl]methoxy]-2-azabicyclo[2.2.1]heptan-2-yl]-4-methyl-1,3-benzothiazole-6-carboxylic acid